C(C)(C)(C)OC(=O)N1CCN(CC1)C=1C=CC=2N=CN=C(C2N1)NC1=C(C=C(C=C1)OC1=NN(C=C1)C)F tert-butyl-4-(4-((2-fluoro-4-((1-methyl-1H-pyrazol-3-yl)oxy)phenyl)amino)pyrido[3,2-d]pyrimidin-6-yl)piperazine-1-carboxylate